8-bromo-2-methyl-3,4-dihydro-2H-benzo[b][1,4]oxazine-2-carbonitrile hydrochloride Cl.BrC1=CC=CC2=C1OC(CN2)(C#N)C